BrC1=NN2C(NC(=CC2=O)C2=CC=C(C=C2)C2CCCCC2)=C1C(=O)O 2-Bromo-5-(4-cyclohexylphenyl)-7-oxo-4,7-dihydropyrazolo[1,5-a]pyrimidine-3-carboxylic acid